CN(C(=O)C1CC(N(CC(NC(C(N(C(C(N2CCC2C(N(CC(N(CC(NCC(N(CC(NCC(N(CC(N1C)=O)C)=O)=O)C)=O)=O)C)=O)C)=O)=O)C)C)=O)[C@H](CC)C)=O)C)=O)C N,N,3,4,10,14,17,23,29,32-decamethyl-6-[(1S)-1-methylpropyl]-2,5,8,11,15,18,21,24,27,30,33-undecaoxo-1,4,7,10,14,17,20,23,26,29,32-undecazabicyclo[32.2.0]hexatriacontane-13-carboxamide